6-((di-p-tolylphosphoryl)methyl)-6,7,8,9-tetrahydro-11H-pyrido[2,1-b]quinazolin-11-one C1(=CC=C(C=C1)P(=O)(C1=CC=C(C=C1)C)CC1CCCN2C1=NC1=CC=CC=C1C2=O)C